N-[(1S)-1-(dicyclohexylmethyl)-2-[[5-(3,5-dimethyl-1H-pyrazol-4-yl)-6-fluoro-2-pyridinyl]amino]-2-oxo-ethyl]-2-[2-fluoro-1-(fluoromethyl)ethyl]pyrazole-3-carboxamide C1(CCCCC1)C([C@@H](C(=O)NC1=NC(=C(C=C1)C=1C(=NNC1C)C)F)NC(=O)C=1N(N=CC1)C(CF)CF)C1CCCCC1